O1C(=CC=C1)C1C(C1)C(=O)N 2-(furan-2-yl)cyclopropane-1-carboxamide